FC=1C=C(C=C(C1)OCC(C)C)C1=CC=C(C(=N1)N1C(C[C@@H](C1)C)(C)C)C(=O)NS(=O)(=O)C1COCC1 6-(3-Fluoro-5-isobutoxyphenyl)-N-tetrahydrofuran-3-ylsulfonyl-2-[(4S)-2,2,4-trimethylpyrrolidin-1-yl]pyridin-3-carboxamid